BrC1=C(C2=CC=CC(=C2C(=C1)Br)Br)N 2,4,5-tribromonaphthalen-1-amine